4-bromopyrimidin BrC1=NC=NC=C1